iodo-d3-methane [IH]([2H])([2H])([2H])C